acryloxyicosyldichloromethylsilane C(C=C)(=O)OCCCCCCCCCCCCCCCCCCCC[SiH2]C(Cl)Cl